3-(2-chlorohexyl)-1-methylimidazole chloride [Cl-].ClC(CN1CN(C=C1)C)CCCC